FC1=CC2=C(N(C(NS2(=O)=O)=O)CC2=CC=C(C(=O)NO)C=C2)C=C1 4-((7-fluoro-1,1-dioxo-3-oxo-2,3-dihydro-4H-benzo[e][1,2,4]thiadiazin-4-yl)methyl)-N-hydroxybenzoamide